tert-butyl 4-(4-Aminophenyl)piperazine-1-carboxylate NC1=CC=C(C=C1)N1CCN(CC1)C(=O)OC(C)(C)C